5-((4-Chlorobenzyl)oxy)-1-methylindole-2,3-dione ClC1=CC=C(COC=2C=C3C(C(N(C3=CC2)C)=O)=O)C=C1